OC[C@H]1CN(C=2C(=CC=3CN(C(C3C2)=O)[C@@H]2C(NC(CC2)=O)=O)O1)C (S)-3-((R)-2-(hydroxymethyl)-4-methyl-6-oxo-3,4,6,8-tetrahydro-[1,4]oxazino[2,3-f]isoindol-7(2H)-yl)piperidine-2,6-dione